(3Z,6Z)-3,6-decadien-10-ol CC\C=C/C\C=C/CCCO